(P)-leucine N[C@@H](CC(C)C)C(=O)O